N-(1-(6-(3-methoxytetrahydrofuran-3-yl)pyridin-2-yl)-1H-pyrazolo[4,3-c]pyridin-6-yl)acetamide COC1(COCC1)C1=CC=CC(=N1)N1N=CC=2C=NC(=CC21)NC(C)=O